C\C(=C/C(C)SC=1C=C(C(=O)N)C=CC1)\CC\C=C\CCC=C(C)C 3-((2E,6E)-3,1,11-trimethyldodeca-2,6,10-trienylthio)benzamid